C1(=CC=C(C=C1)C(CNC1=CC=CC=C1)C)C(CNC1=CC=CC=C1)C [1,4-phenylenebis(1-methyl-ethylene)]dianiline